(8-(3-(8-fluoro-1-oxo-1,2-dihydroisoquinolin-3-yl)propionyl)-3,8-diazabicyclo[3.2.1]Octane-3-yl)nicotinonitrile FC=1C=CC=C2C=C(NC(C12)=O)CCC(=O)N1C2CN(CC1CC2)C2=C(C#N)C=CC=N2